C1(=CC=CC=C1)C1=NNCC1 3-phenyl-4,5-dihydro-1H-pyrazole